5-ethyl-11-phenyl-5H-dibenzo[b,e][1,4]diazepine C(C)N1C2=C(N=C(C3=C1C=CC=C3)C3=CC=CC=C3)C=CC=C2